P(=O)(O)(O)CC(=O)N[C@@H](CC(=O)O)C(=O)O (phosphonoacetyl)-L-aspartic acid